2-Amino-2-desoxy-β-D-glucopyranose N[C@H]1[C@H](O)O[C@@H]([C@H]([C@@H]1O)O)CO